ClC1=CC(=C(OCC=2C(=C(C=CC2)C=2CN(CC2)CC2=NC3=C(N2C[C@H]2OCC2)C=C(C=C3)C(=O)O)F)C=C1)F 2-[(3-{3-[(4-chloro-2-fluorophenoxy)methyl]-2-fluorophenyl}-2,5-dihydro-1H-pyrrol-1-yl)methyl]-1-{[(2S)-oxetan-2-yl]methyl}-1H-1,3-benzodiazole-6-carboxylic acid